5-(4-propoxyphenyl)thio-3-(1-(sec-butyl)piperidin-4-yl)-1H-indole heptanoate C(CCCCCC)(=O)O.C(CC)OC1=CC=C(C=C1)SC=1C=C2C(=CNC2=CC1)C1CCN(CC1)C(C)CC